4-Fluoro-1-isopropyl-2-methyl-6-(5-(2-(4-methylpiperazin-1-yl)pyridin-4-yl)-1H-pyrrolo[2,3-b]pyridin-3-yl)-1H-benzo[d]imidazole FC1=CC(=CC=2N(C(=NC21)C)C(C)C)C2=CNC1=NC=C(C=C12)C1=CC(=NC=C1)N1CCN(CC1)C